ClC=1C=CC(=NC1)NC1=NN(C2=C1C=NC=C2)CC(F)(F)F 3-[(5-chloro-2-pyridyl)amino]-1-(2,2,2-trifluoroethyl)pyrazolo[4,3-c]pyridin